4-(6-(6-fluoroquinazolin-4-yl)-2-methyl-5,6,7,8-tetrahydro-1,6-naphthyridin-3-yl)-2,2-dimethylmorpholine FC=1C=C2C(=NC=NC2=CC1)N1CC=2C=C(C(=NC2CC1)C)N1CC(OCC1)(C)C